tri-(m-tolyl)-1,3,5-triazine-2,4,6-triamine C1(=CC(=CC=C1)NC1=NC(=NC(=N1)NC=1C=C(C=CC1)C)NC=1C=C(C=CC1)C)C